C(C)OC(=O)C=1C(=NC2=C(C=C(C=C2C1)Br)F)C 6-bromo-8-fluoro-2-methylquinoline-3-carboxylic acid ethyl ester